ClC1=C(C=O)C=CC(=C1)OC1=CC(=NC(=C1)C)Cl 2-chloro-4-((2-chloro-6-methylpyridin-4-yl)oxy)benzaldehyde